OCCOC1=CC=C(C=C1)C(C)(C)C1=CC=C(C=C1)OCCO 2,2-bis[4-(2''-hydroxyethoxy)phenyl]propane